7-(4-(5-methyl-7H-pyrrolo[2,3-d]pyrimidin-4-yl)-3,4-dihydro-2H-1,4-thiazin-6-yl)-3,4-dihydroquinolin-2(1H)-one CC1=CNC=2N=CN=C(C21)N2CCSC(=C2)C2=CC=C1CCC(NC1=C2)=O